(3S)-1-(6-chloropyridazin-3-yl)-N-cyclobutyl-3-methylpyrrolidin-3-amine ClC1=CC=C(N=N1)N1C[C@](CC1)(NC1CCC1)C